(3S,4S)-3-(hydroxymethyl)-4-methylpyrrolidine-1-carboxylic acid tert-butyl ester C(C)(C)(C)OC(=O)N1C[C@H]([C@@H](C1)C)CO